CC(C#C)(CC\C=C(/CCC=C(CCCC(C)C)C)\C)O (Z)-3,7,11,15-tetramethylhexadeca-6,10-dien-1-yn-3-ol